BrCCC[Si](Cl)(Cl)Cl 3-bromopropyltrichlorosilane